6-(2-((2S,3R)-3-fluoro-2-methylazetidin-1-yl)-6,7-dihydro-5H-cyclopenta[d]pyrimidin-4-yl)-3,4-dihydroisoquinolin-1(2H)-one F[C@H]1[C@@H](N(C1)C=1N=C(C2=C(N1)CCC2)C=2C=C1CCNC(C1=CC2)=O)C